N1[C@H]2[C@@H](CC1)CNC2=O (3aS,6aS)-hexahydropyrrolo[3,4-b]pyrrol-6(1H)-one